isopropyl (((7-(2,4-dioxo-3,4-dihydropyrimidin-1(2H)-yl)-8-hydroxy-3-methyl-2,6-dioxabicyclo[3.2.1]octan-5-yl)methoxy)(phenoxy)phosphoryl)-L-alaninate O=C1N(C=CC(N1)=O)C1OC2(CC(OC1C2O)C)COP(=O)(OC2=CC=CC=C2)N[C@@H](C)C(=O)OC(C)C